2-((tert-Butoxycarbonyl)amino)-3-(5-methyl-2-oxopyrrolidin-3-yl)propanoic acid methyl ester COC(C(CC1C(NC(C1)C)=O)NC(=O)OC(C)(C)C)=O